[(2R,3S,11bR)-9,10-dimethoxy-3-(2-methylpropyl)-1H,2H,3H,4H,6H,7H,11bH-pyrido[2,1-a]isoquinolin-2-yl]methyl 2-(piperidin-3-yl)acetate N1CC(CCC1)CC(=O)OC[C@@H]1C[C@H]2N(CCC3=CC(=C(C=C23)OC)OC)C[C@H]1CC(C)C